CCCCCCCCCCC(CCC)=O Tetradecan-11-one